2-Furanone O1C(CC=C1)=O